3,5-Difluoro-N-hydroxy-benzimidoyl chlorid FC=1C=C(C(=NO)Cl)C=C(C1)F